NC=1C=C(C=CC1O)C1=CC(=CC=C1)C 3-amino-3'-methyl-[1,1'-biphenyl]-4-ol